5-(1-ethoxyvinyl)-1,3,3-trimethyl-1H-pyrrolo[2,3-c]pyridin-2(3H)-one C(C)OC(=C)C=1C=C2C(=CN1)N(C(C2(C)C)=O)C